3-(5-(4-phenylpyridin-2-yl)-4H-1,2,4-triazol-3-yl)pyrrolidine-1-carbonitrile C1(=CC=CC=C1)C1=CC(=NC=C1)C=1NC(=NN1)C1CN(CC1)C#N